iron (oxy)hydroxide O(O)O.[Fe]